CSC1=CC=C(C=C1)C(/C=C/C1=CC=C(C(=O)O)C=C1)=O 4-[(E)-3-(4-Methylsulfanylphenyl)-3-oxoprop-1-enyl]benzoic acid